C(C)N(CC)CC=1C=CC(=NC1)/C=C/C1=NN(C2=CC(=CC=C12)SC1=C(C(=O)NCC)C=CC=C1F)C1OCCCC1 2-[3-[(trans)-2-[5-(diethylaminomethyl)-2-pyridyl]vinyl]-1-Tetrahydropyran-2-yl-indazol-6-yl]sulfanyl-N-ethyl-3-fluorobenzamide